O1COC2=C1C=CC(=C2)C(NC(CCl)=O)C2=CC(=C1C=CC=NC1=C2O)Cl N-(benzo[d][1,3]dioxol-5-yl(5-chloro-8-hydroxyquinolin-7-yl)methyl)-2-chloroacetamide